(1S,2S)-N-(6-(6,7-difluoro-5-(methylthio)-1H-indazol-4-yl)imidazo[1,2-a]pyridin-2-yl)-2-fluorocyclopropane-1-carboxamide FC1=C(C(=C2C=NNC2=C1F)C=1C=CC=2N(C1)C=C(N2)NC(=O)[C@H]2[C@H](C2)F)SC